4-(2-methoxyethoxy)-N-(4-((4-methylpiperazin-1-yl)methyl)phenyl)-5-(4-(morpholinosulfonyl)phenyl)-7H-pyrrolo[2,3-d]pyrimidin-2-amine COCCOC=1C2=C(N=C(N1)NC1=CC=C(C=C1)CN1CCN(CC1)C)NC=C2C2=CC=C(C=C2)S(=O)(=O)N2CCOCC2